C(C1=CC=CC=C1)N1N2C(C=NC1N1CCSCC1)=NC=C2C(C)C N-Benzyl-7-isopropyl-2-thiomorpholino-imidazo[2,1-f][1,2,4]triazin